1-(4-(2-(2,6-dimethylpyridin-4-yl)-3-isopropyl-1H-indol-5-yl)piperidin-1-yl)-2-(((2-methoxypyrimidin-5-yl)methyl)(methyl)amino)ethan-1-one CC1=NC(=CC(=C1)C=1NC2=CC=C(C=C2C1C(C)C)C1CCN(CC1)C(CN(C)CC=1C=NC(=NC1)OC)=O)C